4-(pyridin-2-yloxy)aniline N1=C(C=CC=C1)OC1=CC=C(N)C=C1